BrC=1C(=C(C(=NC1)Cl)[N+](=O)[O-])NC(C)C 5-Bromo-2-chloro-N-isopropyl-3-nitropyridine-4-amine